ClC=1C(=CC2=C(NC(=N2)O[C@H]2[C@@H]3[C@H](OC2)[C@@H](CO3)O)C1)C1=CC=C(C=C1)C1=CC=C(C=C1)C(=O)N(CP(=O)(O)O)CP(O)(O)=O ((4'-(6-chloro-2-(((3r,3ar,6r,6ar)-6-hydroxyhexahydrofuro[3,2-b]furan-3-yl)oxy)-1H-benzo[d]imidazol-5-yl)-N-(phosphonomethyl)-[1,1'-biphenyl]-4-carboxamido)methyl)phosphonic acid